C(C)NC(CN(C(=O)Cl)C)=O (2-(ethylamino)-2-oxoethyl)(methyl)carbamoyl chloride